N-(5-((2-oxo-1,2-dihydroquinolin-3-yl)methyl)pyridin-2-yl)acetamide O=C1NC2=CC=CC=C2C=C1CC=1C=CC(=NC1)NC(C)=O